C(C)(C)(C)P(CC(C)(C)C)C(C)(C)C Di-tert-butyl-neopentylphosphin